6-((S)-2-((3as,5S,6ar)-5-(2,4-difluorophenoxy)-3a-hydroxycyclopenta[c]pyrrol-2(1H)-yl)-1-hydroxyethyl)-3,4-dihydroquinolin-2(1H)-one FC1=C(OC2=C[C@@]3(C(CN(C3)C[C@@H](O)C=3C=C4CCC(NC4=CC3)=O)=C2)O)C=CC(=C1)F